Benzaldehyde hydrazone C(C1=CC=CC=C1)=NN